ClC=1C=C(C=C2C=C(NC12)C1=CCCN(C1)C(=O)OC(C)(C)C)C(N(C)C)=O Tert-butyl 5-(7-chloro-5-(dimethylcarbamoyl)-1H-indol-2-yl)-3,6-dihydropyridine-1(2H)-carboxylate